2-(2-methoxy-4-(2-(((S)-phenyl((R)-1,2,3,4-tetrahydro-1,5-naphthyridin-3-yl)methyl)amino)ethyl)phenyl)acetic acid COC1=C(C=CC(=C1)CCN[C@@H]([C@H]1CNC2=CC=CN=C2C1)C1=CC=CC=C1)CC(=O)O